CN(C=1C=C(OCCOC2=NC=CC(=C2)N(CC2=CC=C(C=C2)N2CCOCC2)CC2=CC(=CC=C2)OC)C=CC1)C 2-(2-(3-(dimethylamino)phenoxy)ethoxy)-N-(3-methoxybenzyl)-N-(4-morpholinobenzyl)pyridin-4-amine